ClC1=CC=C(C2=C1C=C(O2)F)COC2=NC(=NC=C2F)C2=CCC(CC2)CC2=NC1=C(N2CCOC)C=C(C=C1)C(=O)OC methyl 2-((4-(4-((4-chloro-2-fluorobenzofuran-7-yl) methoxy)-5-fluoropyrimidin-2-yl) cyclohex-3-en-1-yl) methyl)-1-(2-methoxyethyl)-1H-benzo[d]imidazole-6-carboxylate